2-(2-{[(4-cyclopropyl-3-fluorophenyl)(phenyl)methyl]carbamoyl}-4-fluoropyrrolidin-1-yl)-2-oxoethyl 4-(2-methoxyethyl)piperazine-1-carboxylate COCCN1CCN(CC1)C(=O)OCC(=O)N1C(CC(C1)F)C(NC(C1=CC=CC=C1)C1=CC(=C(C=C1)C1CC1)F)=O